N-((1,2,3,5,6,7-Hexahydro-s-indacen-4-yl)carbamoyl)-1-(1-isopropylpyrrolidin-3-yl)methanesulfonamide, Potassium Salt [K].C1CCC2=C(C=3CCCC3C=C12)NC(=O)NS(=O)(=O)CC1CN(CC1)C(C)C